5-(3-(5-benzyl-4H-1,2,4-triazol-3-yl)phenoxy)-1H-indole C(C1=CC=CC=C1)C=1NC(=NN1)C=1C=C(OC=2C=C3C=CNC3=CC2)C=CC1